(S)-7-((S)-1-(phenylmethoxy)-3-methyl-1-oxobut-2-yl)-6-oxo-2,7-diazaspiro[4.4]Nonane-2-carboxylic acid tert-butyl ester C(C)(C)(C)OC(=O)N1C[C@]2(CC1)C(N(CC2)[C@H](C(=O)OCC2=CC=CC=C2)C(C)C)=O